1-(2,6-diazaspiro[3.3]heptan-2-yl)ethan-1-one C1N(CC12CNC2)C(C)=O